6-chloro-1-((dimethylamino)(morpholino)methyl)-1H-benzotriazol-3-oxide ClC=1C=CC2=C(N(N=[N+]2[O-])C(N2CCOCC2)N(C)C)C1